4-((3-(4-(1-Cyanoethoxy)-2,3-difluorophenyl)imidazo[1,2-a]pyrazin-8-yl)amino)-2-methylbenzoic acid C(#N)C(C)OC1=C(C(=C(C=C1)C1=CN=C2N1C=CN=C2NC2=CC(=C(C(=O)O)C=C2)C)F)F